COC1=CC=C(C=C1)CNC1=C(C=C2C(=N1)C=CN2)C(F)(F)F N-[(4-methoxyphenyl)methyl]-6-(trifluoromethyl)-1H-pyrrolo[3,2-b]pyridin-5-amine